2-(7-bromo-1,5-naphthyridin-2-yl)-1-(6-ethylpyridin-2-yl)ethan-1-one BrC1=CN=C2C=CC(=NC2=C1)CC(=O)C1=NC(=CC=C1)CC